1-(7-(1-benzylpiperidin-3-yl)pyrazolo[1,5-a]pyrimidin-2-yl)-N-methylpyrrolidin-3-amine C(C1=CC=CC=C1)N1CC(CCC1)C1=CC=NC=2N1N=C(C2)N2CC(CC2)NC